FC1(CCC(CC1)NC(C(C=1C=NC=C(C1)F)N(C(=O)C12COC(CN1)C2)C2=CC=C(C=C2)S(F)(F)(F)(F)F)=O)F N-[2-[(4,4-difluorocyclohexyl)amino]-1-(5-fluoro-3-pyridyl)-2-oxo-ethyl]-N-[4-(pentafluoro-λ6-sulfanyl)phenyl]-2-oxa-5-azabicyclo[2.2.1]heptane-4-carboxamide